FC(CC(=O)NC[C@@H]1CN(C2=CC=CN=C2C1)C1=CC=C(C=C1)C(F)(F)F)(F)F (R)-3,3,3-trifluoro-N-((1-(4-(trifluoromethyl)phenyl)-1,2,3,4-tetrahydro-1,5-naphthyridin-3-yl)methyl)propanamide